2-(5-methoxy-2,3-dihydro-1H-indene-1-ylidene)acetonitrile COC=1C=C2CCC(C2=CC1)=CC#N